ethyl (S)-4-((tert-butoxycarbonyl)amino)-5-(3,5-difluorophenyl)-3-oxopentanoate C(C)(C)(C)OC(=O)N[C@H](C(CC(=O)OCC)=O)CC1=CC(=CC(=C1)F)F